C1(CC1)C1=C(C(=NO1)C1=C(C=CC=C1Cl)Cl)COC=1C=C2C=CC=C(C2=CC1)OC1=CC=CC(=N1)C(=O)O 6-((6-((5-cyclopropyl-3-(2,6-dichlorophenyl)isoxazol-4-yl)methoxy)naphthalen-1-yl)oxy)picolinic acid